2,6-dimethyl-bromobenzene Isopropyl-((((1S,4R)-4-(2-amino-6-chloro-9H-purin-9-yl)cyclopent-2-en-1-yl)methoxy)(4-chlorophenoxy)phosphoryl)-L-alaninat C(C)(C)N([C@@H](C)C(=O)O)P(=O)(OC1=CC=C(C=C1)Cl)OC[C@@H]1C=C[C@@H](C1)N1C2=NC(=NC(=C2N=C1)Cl)N.CC1=C(C(=CC=C1)C)Br